(3,5-dihexylphenyl)methyl 6-{N-[3-(dimethylamino)-propyl]decanamido}hexadecanoate CN(CCCN(C(CCCCCCCCC)=O)C(CCCCC(=O)OCC1=CC(=CC(=C1)CCCCCC)CCCCCC)CCCCCCCCCC)C